IC1=CC(CC1)=O 3-iodocyclopent-2-en-1-one